CC1CCC(CC1)N(C(C(C)C)=O)C1CC(NC1)C(=O)[O-] 4-(N-((1s,4R)-4-methylcyclohexyl)isobutyramido)pyrrolidine-2-carboxylate